OC[C@H]1N(C/C(/C1)=N/OC)C(=O)C1=C(C=C(C=C1)C=1C(=C(C#N)C=CC1)C)C 3-(4-[(2S,4E)-2-(Hydroxymethyl)-4-(methoxyimino)pyrrolidine-1-carbonyl]-3-methylphenyl)-2-methylbenzonitrile